3-(3-((4-(1-(4-((5-chloro-4-((2-(isopropylsulfonyl)phenyl)amino)pyrimidin-2-yl)amino)-5-isopropoxy-2-methylphenyl)piperidin-4-yl)piperazin-1-yl)methyl)phenyl)piperidine-2,6-dione ClC=1C(=NC(=NC1)NC1=CC(=C(C=C1OC(C)C)N1CCC(CC1)N1CCN(CC1)CC=1C=C(C=CC1)C1C(NC(CC1)=O)=O)C)NC1=C(C=CC=C1)S(=O)(=O)C(C)C